2-(hydroxymethyl)phenolate OCC1=C(C=CC=C1)[O-]